BrC(C(=O)OC)CBr Methyl 2,3-dibromopropanoate